N-[4-(4-cyano-1H-pyrazol-1-yl)-3-sulfamoylphenyl]-2-(3-methylphenyl)acetamide C(#N)C=1C=NN(C1)C1=C(C=C(C=C1)NC(CC1=CC(=CC=C1)C)=O)S(N)(=O)=O